Tert-butyl 4-(6-amino-pyridin-3-yl)-piperazine-1-carboxylate NC1=CC=C(C=N1)N1CCN(CC1)C(=O)OC(C)(C)C